4-(5-(5-fluoropyrimidin-2-yl)-2-nitrophenyl)morpholine FC=1C=NC(=NC1)C=1C=CC(=C(C1)N1CCOCC1)[N+](=O)[O-]